Succinic acid, monoamide C(CCC(=O)O)(=O)N